ClC1=C(NC2=NC=CC=C2C2=CC(=NC=N2)C2(C(C=C(C=C2)OC2CN(CC2)C)N)N)C(=C(C=C1OC)OC)Cl 1-[6-[2-(2,6-dichloro-3,5-dimethoxy-anilino)-3-pyridinyl]pyrimidin-4-yl]-4-(1-methylpyrrolidin-3-yl)oxy-benzene-1,2-diamine